N1=C(C=CC2=CC=CC(=C12)O)C1=NC2=C(C=CC=C2C=C1)O [2,2'-biquinoline]-8,8'-diol